2-bromo-4-(difluoromethoxy)-6-isopropylaniline BrC1=C(N)C(=CC(=C1)OC(F)F)C(C)C